C(C)(C)(C)C1=NN(C2=CC=CC(=C12)CC(=O)OCC)C ethyl 2-(3-tert-butyl-1-methyl-1H-indazol-4-yl)acetate